C[C@@H]1CN(CCO1)C(C#N)(C)C=1C=C2C(NCC2=C(C1)C(F)(F)F)=O 2-[(2R)-2-methylmorpholin-4-yl]-2-[3-oxo-7-(trifluoromethyl)-1,2-dihydroisoindol-5-yl]propanenitrile